1-(4-aminomethylthiophenyl) 7-(2-((1R,3S,4S)-4-methyl-3-(prop-1-en-2-yl)-4-vinylcyclohexyl) allyl) pimelate C(CCCCCC(=O)OCC(=C)[C@H]1C[C@H]([C@@](CC1)(C=C)C)C(=C)C)(=O)OC1=CC=C(C=C1)SCN